ClC=1C(=C2CC(CC2=CC1)NC1=CC=C(C=N1)[C@@H](C(F)(F)F)N(C(=O)[C@H]1CNC(C1)=O)C)F (3R)-N-((1S)-1-(6-((5-chloro-4-fluoro-2,3-dihydro-1H-inden-2-yl)amino)pyridin-3-yl)-2,2,2-trifluoroethyl)-N-methyl-5-oxopyrrolidine-3-carboxamide